N-{[2-(3,4-Dichlorobenzoyl)-11,11-difluoro-1,3,4,7,8,9,10,11-octahydro-2H-pyrido[4',3':3,4]-pyrazolo[1,5-a]azepin-8-yl]methyl}-2,2,2-trifluoroacetamide ClC=1C=C(C(=O)N2CC=3C(=NN4C3C(CCC(C4)CNC(C(F)(F)F)=O)(F)F)CC2)C=CC1Cl